phosphoserine Ethyl-(4E)-3,3-dimethyl-4-prop-2-ynylidene-piperidine-1-carboxylate C(C)C1N(CC\C(\C1(C)C)=C/C#C)C(=O)O.P(=O)(O)(O)OC[C@H](N)C(=O)O